(S)-2-benzylaziridine C(C1=CC=CC=C1)[C@@H]1NC1